ClC1=CC(=C(C#N)C=C1)O[Si](C)(C)C 4-chloro-2-trimethylsiloxy-benzonitrile